2-fluoro-1-(3-(7-(1-oxophospholan-1-yl)-3-(4-(trifluoromethyl)phenyl)-1H-pyrazolo[4,3-b]pyridin-1-yl)azetidin-1-yl)prop-2-en-1-one Neodymium [Nd].FC(C(=O)N1CC(C1)N1N=C(C2=NC=CC(=C21)P2(CCCC2)=O)C2=CC=C(C=C2)C(F)(F)F)=C